CC1=C2C=C(N(C2=CC=C1CN1CCC2(CN(C2)C2=NC=NC3=CC=C(C=C23)CC(F)(F)F)CC1)CCCCN1CCN(CC1)S(=O)(=O)C)C#N 4-Methyl-1-{4-[4-(methylsulfonyl)piperazin-1-yl]butyl}-5-({2-[6-(2,2,2-trifluoroethyl)quinazolin-4-yl]-2,7-diazaspiro[3.5]non-7-yl}methyl)-1H-indole-2-carbonitrile